1,1-dichloro-ethylene ClC(=C)Cl